tert-butyl (2-((2,6-diethoxy-4'-fluoro-[1,1'-biphenyl]-4-yl)methyl)-2-azaspiro[3.3]heptane-6-yl)carbamate C(C)OC1=C(C(=CC(=C1)CN1CC2(C1)CC(C2)NC(OC(C)(C)C)=O)OCC)C2=CC=C(C=C2)F